N-(6-bromopyridin-2-yl)-5-methyl-2-azabicyclo[3.1.0]Hexane-3-carboxamide hydrochloride Cl.BrC1=CC=CC(=N1)NC(=O)C1NC2CC2(C1)C